CN1CC2=NC=C(C=C2C1=O)C1=C(C=CC(=N1)C#N)C1=CN=C(O1)CC1(CCCC1)C 6-(6-methyl-5-oxo-6,7-dihydro-5H-pyrrolo[3,4-b]pyridin-3-yl)-5-(2-((1-methylcyclopentyl)methyl)oxazol-5-yl)picolinonitrile